[O].CC(C)=CCC\C(\C)=C\CC\C(\C)=C\CC\C=C(/C)\CC\C=C(/C)\CCC=C(C)C Squalene monooxygen